C(C1=CC=CC=C1)OC1=CC=C(C=N1)C=1N=CC(=NC1)NNC(C(F)(F)Br)=O N'-[5-(6-benzyloxy-3-pyridinyl)pyrazin-2-yl]-2-bromo-2,2-difluoro-acetylhydrazine